4-hexyloxy-4'-hydroxyazobenzene C(CCCCC)OC1=CC=C(C=C1)N=NC1=CC=C(C=C1)O